BrC=1C=CC(=C(C(=O)OC)C1)O[C@H](C)CCCN1C(=NN=C1)C1=NC(=CC=C1)NC=O |r| rac-Methyl 5-bromo-2-((5-(3-(6-formamidopyridin-2-yl)-4H-1,2,4-triazol-4-yl)pentan-2-yl)oxy)benzoate